COC(C(C(=O)O)C)[C@H]1NCCC1 3-methoxy-2-methyl-3-((S)-pyrrolidin-2-yl)propanoic acid